5-[5-(4-Chloro-2-hydroxy-6-methyl-phenyl)oxazolo[4,5-b]pyridin-2-yl]piperidin-2-one ClC1=CC(=C(C(=C1)C)C1=CC=C2C(=N1)N=C(O2)C2CCC(NC2)=O)O